BrC1=NC=C(C(=C1)F)C1CC1 2-bromo-5-cyclopropyl-4-fluoropyridine